COC(=O)C1CN(C1)C(=O)OC(C)(C)C azetidine-1,3-dicarboxylic acid 1-(tert-butyl) 3-methyl ester